n-octylaluminium C(CCCCCCC)[Al]